2-((2-chlorothiazolo[5,4-c]pyridin-6-yl)methyl)isoindoline-1,3-dione ClC=1SC=2C=NC(=CC2N1)CN1C(C2=CC=CC=C2C1=O)=O